FC1=CC(=CC=2N(C(=NC21)C)CCF)C=2C=CN1N=C(N=C(C12)OC)NC1CCC(CC1)(O)C (1r,4r)-4-((5-(4-fluoro-1-(2-fluoroethyl)-2-methyl-1H-benzo[d]imidazol-6-yl)-4-methoxypyrrolo[2,1-f][1,2,4]triazin-2-yl)amino)-1-methylcyclohexan-1-ol